C(#N)C=1C=CC2=C(NC(=N2)C(C)C=2N=C3CCCN(C3=CC2)C(=O)OC2CC2)C1 cyclopropyl 6-(1-(6-cyano-1H-benzo[d]imidazol-2-yl)ethyl)-3,4-dihydro-1,5-naphthyridine-1(2H)-carboxylate